CC(=CCCC(C)=O)C 6-methylhept-5-en-2-one